(2S,3R)-3-[(dimethylsulfamoyl)amino]-4,4-difluoro-2-[(2-fluoro[1,1'-biphenyl]-3-yl)methyl]-N-methoxy-N-methylpyrrolidine-1-carboxamide CN(S(=O)(=O)N[C@@H]1[C@@H](N(CC1(F)F)C(=O)N(C)OC)CC=1C(=C(C=CC1)C1=CC=CC=C1)F)C